Methyl 8-(4-(2,2-difluoroethyl)piperazin-2-yl)imidazo[1,2-a]pyridine-5-carboxylate FC(CN1CC(NCC1)C=1C=2N(C(=CC1)C(=O)OC)C=CN2)F